[Fe](C#N)(C#N)C#N ferric cyanide